C(N)(=O)CC[C@H]1CN(CC1)C(=O)OC(C)(C)C tert-butyl (3R)-3-(2-carbamoylethyl)pyrrolidine-1-carboxylate